(2S)-2-amino-3-(1H-pyrrolo[5,4-b]pyridin-3-yl)propanoic acid N[C@H](C(=O)O)CC1=CNC2=NC=CC=C21